C1OCC12CN(C2)C2CCC(CC2)NC=2C=1C=C(N(C1C=CC2)CC(F)(F)F)C#CCNC2=C(C=C(C=C2)C(F)(F)F)OC N-((1S,4S)-4-(2-oxa-6-azaspiro[3.3]heptan-6-yl)cyclohexyl)-2-(3-((2-methoxy-4-(trifluoro-methyl)phenyl)amino)prop-1-yn-1-yl)-1-(2,2,2-trifluoroethyl)-1H-indol-4-amine